Penta-4-yn-1-yl methanesulfonate CS(=O)(=O)OCCCC#C